(R)-benzyl 3-(tert-butoxycarbonylamino)-3-(5-(2,6-dimethylphenyl)pyridin-3-yl)propanoate C(C)(C)(C)OC(=O)N[C@H](CC(=O)OCC1=CC=CC=C1)C=1C=NC=C(C1)C1=C(C=CC=C1C)C